(S)-quinuclidin-3-yl((R)-6-fluoro-5-(4-isobutylphenyl)-2,2-dimethyl-2,3-dihydro-1H-inden-1-yl)carbamate N12C[C@H](C(CC1)CC2)OC(N[C@@H]2C(CC1=CC(=C(C=C21)F)C2=CC=C(C=C2)CC(C)C)(C)C)=O